1,6-dioxaspiro[4.5]decan-10-yl 3-methoxybenzoate COC=1C=C(C(=O)OC2CCCOC23CCCO3)C=CC1